C1=C(C=CC2=CC=CC=C12)N(C1=CC=C(C=C1)C1=CC=C(C=C1)N(C1=CC=CC=C1)C1=CC2=CC=CC=C2C=C1)C1=CC=CC=C1 N,N'-bis(naphthalen-2-yl)-N,N'-bis(phenyl)-biphenyl-4,4'-diamine